9,10-dihydrothioxanthylium [C+]1=CC=CC=2SC3=CC=CC=C3CC12